C(C1=CC=CC=C1)OC(=O)NC(C)(C)C1=CC(=NC(=C1)N1CCC(CC1)(C)C)OC1C2CN(CC12)C(=O)[O-] 6-((4-(2-(((benzyloxy)carbonyl)amino)propan-2-yl)-6-(4,4-dimethylpiperidin-1-yl)pyridin-2-yl)oxy)-3-azabicyclo[3.1.0]hexane-3-carboxylate